FC=1C=CC(=C(CN2C(N(CCC2)C2=CC(=C(C=C2)OC)OCCCCC)=O)C1)OC 1-(5-fluoro-2-methoxybenzyl)-3-(4-methoxy-3-(pentyloxy)phenyl)-2-oxohexahydropyrimidine